1,3-dibromo-5-cyclohexylbenzene BrC1=CC(=CC(=C1)C1CCCCC1)Br